7-bromo-2-(1-(tert-butoxycarbonyl)-1,2,5,6-tetrahydropyridin-3-yl)-1-(cyclopropylmethyl)-1H-indole-5-carboxylic acid BrC=1C=C(C=C2C=C(N(C12)CC1CC1)C=1CN(CCC1)C(=O)OC(C)(C)C)C(=O)O